O1N=C(N=C1)C(C)NC(=O)[C@H]1CN(CC[C@@H]1NC(=O)C1=NOC(=C1)C1=C(C=C(C=C1)F)F)C1CCCCC1 (3S,4S)-1-Cyclohexyl-4-{[5-(2,4-difluoro-phenyl)-isoxazole-3-carbonyl]-amino}-piperidine-3-carboxylic acid (1-[1,2,4]oxadiazol-3-yl-ethyl)-amide